COC1=CC=C(C(=O)NC2CN(CCC2)C=2N=NC(=CC2)C2=C(C=CC=C2)OC)C=C1 4-methoxy-N-(1-(6-(2-methoxyphenyl)pyridazin-3-yl)piperidin-3-yl)benzamide